(E)-5-bromopent-2-ene BrCC/C=C/C